tert-butyl 4-[1-(4-bromo-3-hydroxy-phenyl)-5-methyl-pyrazol-3-yl]piperazine-1-carboxylate BrC1=C(C=C(C=C1)N1N=C(C=C1C)N1CCN(CC1)C(=O)OC(C)(C)C)O